15,15-dimethyl-12,14,16-trioxa-5-aza-15-sila-hexadecan-1-ol C[Si](OCOCCCCCCNCCCCO)(O)C